methyl 2-methyl-5-[1-[4-(trifluoromethoxy) phenyl] cyclopropanecarbonyl]-4,6-dihydropyrrolo[3,4-c]pyrazole-4-carboxylate CN1N=C2C(=C1)C(N(C2)C(=O)C2(CC2)C2=CC=C(C=C2)OC(F)(F)F)C(=O)OC